ClC=1C=C2C(=NC(=NC2=C(C1C1=CC(=CC2=CC=CC=C12)O)Cl)N1CC(C1)N(C)C)N1C[C@H]2CC[C@@H](C1)N2C(=O)OC(C)(C)C tert-butyl (1R,5S)-3-((R or S)-6,8-dichloro-2-(3-(dimethylamino) azetidin-1-yl)-7-(3-hydroxynaphthalen-1-yl) quinazolin-4-yl)-3,8-diazabicyclo[3.2.1]octane-8-carboxylate